ClC1=C2CC(CC2=CC=C1OCC(=O)NC)CNCCC1CN(C(O1)=O)C1=NC2=C(OCC(N2)=O)N=C1 2-[[4-chloro-2-[[2-[2-oxo-3-(3-oxo-4H-pyrazino[2,3-b][1,4]oxazin-6-yl)-1,3-oxazolidin-5-yl]ethylamino]methyl]-2,3-dihydro-1H-inden-5-yl]oxy]-N-methylacetamide